N1=CN=CC(=C1)C1=CNC2=NC=CC(=C21)OC[C@H]2CNCC2 3-pyrimidin-5-yl-4-[[(3R)-pyrrolidin-3-yl]methoxy]-1H-pyrrolo[2,3-b]pyridine